rac-3-ethyl-1-(6-methoxy-2-(trifluoromethyl)pyridin-3-yl)piperidine-4-carbonitrile C(C)C1CN(CCC1C#N)C=1C(=NC(=CC1)OC)C(F)(F)F